O([Si](C)(C)C(C)(C)C)[C@H]1C(N[C@H]1C#CCO[Si](C)(C)C(C)(C)C)=O (3R,4S)-3-tert-Butyldimethylsiloxy-4-(3-tert-Butyldimethylsiloxy-1-propynyl)-2-azetidinone